Pentannitril C(CCCC)#N